C(C)(C)(C)OC(=O)N[C@H](C(=O)O)CCNC(=O)OC(C)(C)C (2S)-2,4-bis(tert-butoxycarbonylamino)butanoic acid